(S)- and (R)-N-(2-chloro-4-(1-methyl-1H-pyrazol-4-yl)-phenyl)-2-((4-cyanophenethyl)amino)-2-phenylacetamide ClC1=C(C=CC(=C1)C=1C=NN(C1)C)NC([C@H](C1=CC=CC=C1)NCCC1=CC=C(C=C1)C#N)=O |r|